N1N=CC(=C1)C1=CC=C(C=C1)NC1=NC(=NC=C1)C1=CC=C2C=C(NC2=C1)C(=O)NC=1C=NC=CC1 6-(4-((4-(1H-pyrazol-4-yl)phenyl)-amino)-pyrimidin-2-yl)-N-(pyridin-3-yl)-1H-indole-2-carboxamide